NC1=C2C(=NC=N1)N(N=C2C2=CC=C(C=C2)OC2=CC=CC=C2)C2CN(CCC2)C(C=CC2=CC=CC1=CC=CC=C21)=O 1-(3-(4-amino-3-(4-phenoxyphenyl)-1H-pyrazolo[3,4-d]pyrimidin-1-yl)piperidin-1-yl)-3-(naphthalen-1-yl)prop-2-en-1-one